(R)-5-(5-(1-(3,5-dimethyl-pyridazin-4-yl)ethoxy)-1H-indazol-3-yl)-2-((1-ethyl-piperidin-4-yl)oxy)-3-methyl-benzonitrile CC=1N=NC=C(C1[C@@H](C)OC=1C=C2C(=NNC2=CC1)C=1C=C(C(=C(C#N)C1)OC1CCN(CC1)CC)C)C